O[C@H]1C[C@@H](CCC1)N1C(C=CC2=C1N=C(N=C2)S(=O)C)=O 8-[(1R,3R)-3-hydroxycyclohexyl]-2-(methylsulfinyl)pyrido[2,3-d]pyrimidin-7(8H)-one